((4-(((3R,4R)-1-(2-cyanoacetyl)-4-methylpiperidin-3-yl) (methyl) amino)-7H-pyrrolo[2,3-d]pyrimidin-7-yl) methyl) carbonate C(OCN1C=CC2=C1N=CN=C2N(C)[C@H]2CN(CC[C@H]2C)C(CC#N)=O)([O-])=O